FC=1C(=NC(=NC1)NC=1C=NC(=C(C1)C)CO)C1=CNC2=C(C=CC=C12)NC([C@@H](COC)N1CCN(CC1)C)=O (R)-N-[3-(5-fluoro-2-[[6-(hydroxymethyl)-5-methylpyridin-3-yl]amino]pyrimidin-4-yl)-1H-indol-7-yl]-3-methoxy-2-(4-methylpiperazin-1-yl)propanamide